(2S,5R)-3,3-Dimethyl-7-oxo-4-thia-1-azabicyclo[3.2.0]heptane-2-carboxylic acid 4,4-dioxide CC1([C@@H](N2C(C[C@H]2S1(=O)=O)=O)C(=O)O)C